O1CC[C@@H](C2=CC=CC=C12)NC(=O)NC1=NN(C=C1)C1=CC(=CC=C1)S(=O)(=O)C 1-[(4S)-chroman-4-yl]-3-[1-(3-methylsulfonylphenyl)pyrazol-3-yl]urea